C(C)(C)(C)OC(=O)N1CCN(CC1)C=1C=NC(=CC1)N 4-(6-aminopyridin-3-yl)piperazine-1-carboxylic acid tert-butyl ester